CC=1SCC(N1)CC 2-Methyl-4-ethyl-2-thiazoline